fluoro-γ-butyrolactone FC1C(=O)OCC1